FC1=C(C=C(C=C1)C(F)(F)F)COC1=NC(=C(C=C1C#N)C(=O)N1CCNCC1)C(F)(F)F 2-[[2-fluoro-5-(trifluoromethyl)phenyl]methoxy]-5-(piperazine-1-carbonyl)-6-(trifluoromethyl)pyridine-3-carbonitrile